O[C@H]1C[C@H](CC[C@@]1(C(F)(F)F)O)NC(=O)C1CCN(C2(CC2)C1)C(=O)C1=NNC(=C1)C1=CC(=NC=C1F)OC N-((1S,3S,4R)-3,4-dihydroxy-4-(trifluoromethyl)cyclohexyl)-4-(5-(5-fluoro-2-methoxypyridin-4-yl)-1H-pyrazole-3-carbonyl)-4-azaspiro[2.5]octane-7-carboxamide